COC1=C(C=C(C(=C1)N1CCN(CC1)C)[N+](=O)[O-])NC1=NC=CC=N1 N-[2-methoxy-4-(4-methylpiperazin-1-yl)-5-nitrophenyl]Pyrimidine-2-amine